(S)-N-(4-methyl-3-(2-morpholino-6-(((S)-tetrahydro-2H-pyran-3-yl)amino)pyridin-4-yl)phenyl)-3-(2,2,2-trifluoroethyl)pyrrolidine-1-carboxamide CC1=C(C=C(C=C1)NC(=O)N1C[C@@H](CC1)CC(F)(F)F)C1=CC(=NC(=C1)N[C@@H]1COCCC1)N1CCOCC1